((4-(4-fluoro-2-methyl-1H-indol-5-yloxy)-6-methoxyquinolin-7-yloxy)methyl)cyclopropylamine FC1=C2C=C(NC2=CC=C1OC1=CC=NC2=CC(=C(C=C12)OC)OCNC1CC1)C